C(C)(C)(C)OC(N(C[C@H](C)O[Si](C)(C)C(C)(C)C)CC1=C(C=C(C=C1)C1=NC=CC(=C1Cl)C1=C(C(=CC=C1)N)Cl)OC)=O.BrC=1C=NC(=NC1)C(C)(F)F 5-bromo-2-(1,1-difluoroethyl)pyrimidine tert-butyl-(S)-(4-(4-(3-amino-2-chlorophenyl)-3-chloropyridin-2-yl)-2-methoxybenzyl)(2-((tert-butyldimethylsilyl)oxy)propyl)carbamate